2-((2,4-dichlorophenyl)carbamoyl)pyrrolidine-1-carboxylic acid tert-butyl ester C(C)(C)(C)OC(=O)N1C(CCC1)C(NC1=C(C=C(C=C1)Cl)Cl)=O